ClC=1C=CC2=C([C@@H](C[C@@H](O2)C(=O)NC23CC(C2)(C3)N3N=C(C=C3)[C@@H]3C[C@@H](C3)OC(F)(F)F)O)C1 (2R,4R)-6-chloro-4-hydroxy-N-(3-{3-[cis-3-(trifluoromethoxy)cyclobutyl]-1H-pyrazol-1-yl}bicyclo[1.1.1]pent-1-yl)-3,4-dihydro-2H-1-benzopyran-2-carboxamide